ClC1=CC=C(CN2N=C3C4=C(CCC3=C2)OC(=C4C)C(=O)N4CCC(CC4)O)C=C1 [2-(4-chlorobenzyl)-8-methyl-4,5-dihydro-2H-furo[2,3-g]indazol-7-yl](4-hydroxypiperidin-1-yl)methanone